C(C)(C)(C)OC(N[C@H]1[C@@H](CN(CC1)C1CCCCC1)C(N(C)C)=O)=O |r| rac-((3R*,4R*)-1-Cyclohexyl-3-dimethylcarbamoyl-piperidin-4-yl)-carbamic acid tert-butyl Ester